{2-[(2-hydroxyethyl)(methyl)amino]ethoxy}-3,4-dihydroisoquinoline-2(1H)-carboxylic acid tert-butyl ester C(C)(C)(C)OC(=O)N1C(C2=CC=CC=C2CC1)OCCN(C)CCO